BrC1=C2C=NN(C2=C(C(=C1)F)F)C1OCCCC1 4-bromo-6,7-difluoro-1-(tetrahydro-2H-pyran-2-yl)-1H-indazole